(9Z)-hexadeca-9-enoic acid C(CCCCCCC\C=C/CCCCCC)(=O)O